2,4-dimethyl-2-phenylpent-4-enal CC(C=O)(CC(=C)C)C1=CC=CC=C1